Tert-butyl N-[4-[[2-[3-[1-(2,6-dioxo-3-piperidyl)-3-methyl-2-oxo-benzimidazol-5-yl]propoxy]ethyl-methyl-amino]methyl]cyclohexyl]carbamate O=C1NC(CCC1N1C(N(C2=C1C=CC(=C2)CCCOCCN(C)CC2CCC(CC2)NC(OC(C)(C)C)=O)C)=O)=O